ClC1=CC(=C(C(=O)OC)C=C1[N+](=O)[O-])F methyl 4-chloro-2-fluoro-5-nitrobenzoate